C1(CC1)N1C=C(C(C2=CC(=C(C=C12)N1CCN(CC1)C(CCC(=O)NC1=CC(=C(C=C1)C(=O)OC)O)=O)F)=O)C(=O)O 1-Cyclopropyl-6-fluoro-7-(4-(4-((3-hydroxy-4-(methoxycarbonyl)phenyl)amino)-4-oxobutanoyl)piperazin-1-yl)-4-oxo-1,4-dihydroquinoline-3-carboxylic acid